OC=C1C(CC(CC1=O)C1=CC=C(C=C1)O)=O 2-(hydroxymethylene)-5-(4-hydroxyphenyl)cyclohexane-1,3-dione